C1(=CC=CC2=CC=CC=C12)C1=CC=C(C=C1)NC=1C=C(C(=CC1)C1=CC=CC=C1)C1=CC=CC=C1 (4-naphthalen-1-yl-phenyl)-[1,1':2',1'']terphenyl-4'-yl-amine